COC(=O)C1=C(C=NC=C1)NC[C@@H]1CCCC2=CC(=CC=C12)OC(F)F 3-({[(1R)-6-(difluoromethoxy)-1,2,3,4-tetrahydronaphthalen-1-yl]methyl}amino)pyridine-4-carboxylic acid methyl ester